2-aminosuberic acid NC(C(=O)O)CCCCCC(=O)O